tertbutyl N-cyclopropyl-N-[(3S)-1-{6-[5-fluoro-2-(methoxymethoxy)-4-(6-methoxypyridazin-4-yl)phenyl]pyridazin-3-yl}pyrrolidin-3-yl]carbamate C1(CC1)N(C(OC(C)(C)C)=O)[C@@H]1CN(CC1)C=1N=NC(=CC1)C1=C(C=C(C(=C1)F)C1=CN=NC(=C1)OC)OCOC